N,N'-bis-(3-(3,5-di-t-butyl-4-hydroxyphenyl)propionyl)hexamethylenediamine C(C)(C)(C)C=1C=C(C=C(C1O)C(C)(C)C)CCC(=O)NCCCCCCNC(CCC1=CC(=C(C(=C1)C(C)(C)C)O)C(C)(C)C)=O